N-((5-chloro-6-(isoxazol-3-ylmethoxy)-1H-indol-2-yl)methyl)propionamide ClC=1C=C2C=C(NC2=CC1OCC1=NOC=C1)CNC(CC)=O